FC1=C(OC2=NC(=NC(=C2)C2=C(C=CC=C2)C(C)C)NS(=O)(=O)C=2C=NN(C2)C)C=CC=C1N1CCN(CC1)C N-[4-[2-fluoro-3-(4-methylpiperazin-1-yl)phenoxy]-6-(2-isopropylphenyl)pyrimidin-2-yl]-1-methyl-pyrazole-4-sulfonamide